[C@H]12COC[C@@H]2C1NC(=O)C=1C=C(C2=C([C@@H](CO2)C2=C(C=CC=C2)C)C1)C(=O)NC |o1:14| (S*)-N5-((1R,5S,6r)-3-Oxabicyclo[3.1.0]hexan-6-yl)-N7-methyl-3-(o-tolyl)-2,3-dihydrobenzofuran-5,7-dicarboxamid